1,1,2,2-tetra(4-carboxyphenyl)ethylene C(=O)(O)C1=CC=C(C=C1)C(=C(C1=CC=C(C=C1)C(=O)O)C1=CC=C(C=C1)C(=O)O)C1=CC=C(C=C1)C(=O)O